2-vinyl-4,4-dimethyl-1,3-oxazin-6-one C(=C)C=1OC(CC(N1)(C)C)=O